C(C)(C)(C)OC(=O)N1CCC(CC1)N1CC(NCC1)C1=CC(=C(C=C1)[N+](=O)[O-])OC 4-(3-(3-methoxy-4-nitrophenyl)piperazin-1-yl)piperidine-1-carboxylic acid tert-butyl ester